Citric Acid Lithium tetrahydrate O.O.O.O.[Li].C(CC(O)(C(=O)O)CC(=O)O)(=O)O